Methyl O-acetyl-N-(O-(tert-butyldimethylsilyl)-N-(2-(4-(2-(tetrahydro-2H-pyran-4-yl)acetamido)piperidin-1-yl)thiazole-4-carbonyl)-L-seryl)-L-serinate C(C)(=O)OC[C@H](NC([C@@H](NC(=O)C=1N=C(SC1)N1CCC(CC1)NC(CC1CCOCC1)=O)CO[Si](C)(C)C(C)(C)C)=O)C(=O)OC